C(C)(C)(C)OC(=O)N1CCC2(CC1)[C@@H](C1=CC(=CC=C1C2)C#C[Si](C)(C)C)N[S@](=O)C(C)(C)C (S)-1-(((R)-tert-butylsulfinyl)amino)-6-((trimethylsilyl)ethynyl)-1,3-dihydrospiro[indene-2,4'-piperidine]-1'-carboxylic acid tert-butyl ester